(2S)-1-(9H-fluoren-9-ylmethoxycarbonyl)piperidine-2-carboxylic acid C1=CC=CC=2C3=CC=CC=C3C(C12)COC(=O)N1[C@@H](CCCC1)C(=O)O